(E)-N-(2-((3-fluoro-4-(pyridin-2-ylmethoxy)phenyl)amino)benzothiazol-6-yl)-(morpholin-4-yl)butylbut-2-enamide dimethyl-carbonate COC(OC)=O.FC=1C=C(C=CC1OCC1=NC=CC=C1)NC=1SC2=C(N1)C=CC(=C2)NC(\C(=C\C)\CCCCN2CCOCC2)=O